[Br-].[Br-].C(CCCCCCCCC[N+]1=CC(=C(C=C1)\C=C\C1=CC=C(C=C1)N1CCCC1)C)[N+]1=CC(=C(C=C1)\C=C\C1=CC=C(C=C1)N1CCCC1)C 1,1'-(decane-1,10-diyl)bis{3-methyl-4-[(E)-4-(pyrrolidin-1-yl)styryl]pyridin-1-ium} dibromide